1-N-methyl-2-pyrrolidone CN1C(CCC1)=O